NC=1C=C(C=C(C1)C(F)(F)F)[C@@H](C)NC1=NC(=NC2=CC3=C(C=C12)N(C([C@@]3(C)OC)=O)C)C (S)-4-(((R)-1-(3-amino-5-(trifluoromethyl)phenyl)ethyl)amino)-8-methoxy-2,6,8-trimethyl-6,8-dihydro-7H-pyrrolo[2,3-g]quinazolin-7-one